2-chloro-6-(2-(methyl-d3)-3-oxo-1-((2-(trimethylsilyl)Ethoxy)methyl)-2,3-dihydro-1H-pyrazol-4-yl)isonicotinic acid methyl ester COC(C1=CC(=NC(=C1)C=1C(N(N(C1)COCC[Si](C)(C)C)C([2H])([2H])[2H])=O)Cl)=O